1-(6-(Pyridin-4-yl)quinolin-2-yl)piperidine N1=CC=C(C=C1)C=1C=C2C=CC(=NC2=CC1)N1CCCCC1